CC1(C=CCC=C1)C(=O)O 1-methyl-2,5-cyclohexadiene-1-carboxylic acid